tert-butyl (2-((5-((5-(4-fluorophenyl)-1-(4-sulfamoylphenyl)-1H-pyrazol-3-yl)methoxy)pentyl)(2-(tritylthio)ethyl)amino)ethyl)(2-(tritylthio)ethyl)carbamate FC1=CC=C(C=C1)C1=CC(=NN1C1=CC=C(C=C1)S(N)(=O)=O)COCCCCCN(CCN(C(OC(C)(C)C)=O)CCSC(C1=CC=CC=C1)(C1=CC=CC=C1)C1=CC=CC=C1)CCSC(C1=CC=CC=C1)(C1=CC=CC=C1)C1=CC=CC=C1